S1C(=CC=C1)C=1C(=NC2=C(C(NC21)=O)C=2SC=CC2)C(C#N)=O 3,6-bis(2-thienyl)diketopyrrolopyrroleacetonitrile